C(#N)C1=C(OCC2(CCCC2)NC([O-])=O)C=C(C=C1SC)B1OC(C(O1)(C)C)(C)C (1-((2-cyano-3-(methylthio)-5-(4,4,5,5-tetramethyl-1,3,2-dioxaborolan-2-yl)phenoxy)methyl)cyclopentyl)carbamate